3-(1,3-dioxolan-2-yl)-4-ethynylbenzoic acid O1C(OCC1)C=1C=C(C(=O)O)C=CC1C#C